CNC(=O)C=1OC=CC1 N-methylfuran-2-amide